N-methyl-N-(4-(methyl-d3)-5-(S-methylsulfonimidoyl)thiazol-2-yl)acetamide CN(C(C)=O)C=1SC(=C(N1)C([2H])([2H])[2H])S(=O)(=N)C